Tolualdehyde Glyceryl Acetal CC1=CC=CC=C1C2OCC(CO2)O